2,2'-biphenyl-diboronic acid C=1(C(=CC=CC1)B(O)O)C=1C(=CC=CC1)B(O)O